COC(C1=C(C(=C(C(=C1)OC)OC)C)C(=O)N1CCN(CC1)CC1=CC(=CC=C1)C(F)(F)F)=O methyl-4,5-dimethoxy-2-(4-(3-(trifluoromethyl)benzyl)piperazine-1-carbonyl)benzoic acid methyl ester